FC(CCCC\C=C/[C@@H](\C=C/C\C=C/C\C=C/C1C(C1)C(=O)OC(CO)CO)C)(F)F 1,3-dihydroxypropan-2-yl 2-((S,1Z,4Z,7Z,10Z)-16,16,16-trifluoro-9-methylhexadeca-1,4,7,10-tetraen-1-yl)cyclopropane-1-carboxylate